ClC1=C(C=C(C=C1)S(=O)(=O)N[C@@H](CCC(=O)NCC(=O)N[C@@H](C)C(=O)N(CC(=O)NC1=CC=C(C=C1)C(N)=O)CCC1=CC=CC=C1)C(=O)O)C(F)(F)F N-[4-chloro-3-(trifluoromethyl)benzene-1-sulfonyl]-L-γ-glutamylglycyl-L-alanyl-N-(4-carbamoylphenyl)-N2-(2-phenylethyl)glycinamide